C(C)(C)(C)SSC1=C(C=CC=C1)NC(O[C@H]1[C@@H](O[C@@H]([C@H]1O)COC(C1=CC=CC=C1)(C1=CC=C(C=C1)OC)C1=CC=C(C=C1)OC)N1C(NC(C=C1)=O)=O)=O (2R,3R,4R,5R)-5-((bis(4-methoxyphenyl)(phenyl)methoxy)methyl)-2-(2,4-dioxo-3,4-dihydropyrimidin-1(2H)-yl)-4-hydroxytetrahydrofuran-3-yl (2-(tert-butyldisulfanyl)phenyl)carbamate